(2S)-2-amino-3,3-dicyclopropyl-N-[6-fluoro-5-[2-methyl-5-(trifluoromethyl)-3-pyridyl]-2-pyridyl]propenamide NC(C(=O)NC1=NC(=C(C=C1)C=1C(=NC=C(C1)C(F)(F)F)C)F)=C(C1CC1)C1CC1